Cl.Cl.Cl.FC1([C@H]2C3=C(C(C4=C([C@H]21)C=CC=C4)N4CCN(CC4)C[C@H](COC4=C2C=CC=NC2=CC=C4)O)C=CC=C3)F (2R)-1-{4-[(1aR,6r,10bS)-1,1-Difluoro-1,1a,6,10b-tetrahydrodibenzo[a,e]cyclopropa[c]cyclohepten-6-yl]piperazin-1-yl}-3-(quinolin-5-yloxy)propan-2-ol, trihydrochloride